1-(2,2-difluoroethyl)-6-(2-(((3-(trifluoromethyl)pyridin-4-yl)oxy)methyl)-7-azaspiro[3.5]nonan-7-yl)-1H-pyrazolo[3,4-b]pyrazine FC(CN1N=CC=2C1=NC(=CN2)N2CCC1(CC(C1)COC1=C(C=NC=C1)C(F)(F)F)CC2)F